4-(2,2-difluoro-7-((5-methoxy-7-methyl-1H-indol-4-yl)methyl)-7-azaspiro[3.5]nonan-6-yl)benzamide FC1(CC2(C1)CC(N(CC2)CC2=C1C=CNC1=C(C=C2OC)C)C2=CC=C(C(=O)N)C=C2)F